C(#N)C1=CC=C(C=C1)C1CCN(CC1)C(=O)C=1C=C(C(=NC1)C)NC(=O)NCCOC 1-(5-(4-(4-cyanophenyl)piperidine-1-carbonyl)-2-methylpyridin-3-yl)-3-(2-methoxyethyl)urea